[Cl-].[Cl-].CC1(C=CC=C1)[Zr+2]C1(C=CC=C1)C(C)(C)C (methylcyclopentadienyl)(tert-butylcyclopentadienyl)zirconium dichloride